(2-(ethoxymethoxy)-4-ethynylphenyl)-5-methylpyridazin-3-amine C(C)OCOC1=C(C=CC(=C1)C#C)C1=C(N=NC=C1C)N